S1C=NC2=C1C=C(C=C2)C2=CC=C(N)C=C2 4-(benzo[d]thiazol-6-yl)aniline